O=C1CCC(CC1)C1=NC=C(C2=C1C=NN2)C(=O)N 4-(4-oxocyclohexyl)-1H-pyrazolo[4,3-c]pyridine-7-carboxamide